4-(5-hexenyl)-2,6-diisopropylphenol C(CCCC=C)C1=CC(=C(C(=C1)C(C)C)O)C(C)C